ClC=1C=C(C=CC1)C(=O)C1CN(CCC1)CC1CC1 (3-chlorophenyl)(1-(cyclopropylmethyl)piperidin-3-yl)methanone